FC=1C=C2C(=NNC2=CC1OCCOC)C1=NOC(=C1)C1=CC=C(C=C1)C(=O)N1CCOCC1 (4-{3-[5-Fluoro-6-(2-methoxy-ethoxy)-1H-indazol-3-yl]-isoxazol-5-yl}-phenyl)-morpholin-4-yl-methanone